C1(CC1)C1=C(C=CC=C1)C(C(=O)O)N1C[C@@H](CC1)OCCCCC1=NC=2NCCCC2C=C1 2-(2-cyclopropylphenyl)-2-((R)-3-(4-(5,6,7,8-tetrahydro-1,8-naphthyridin-2-yl)butoxy)pyrrolidin-1-yl)acetic acid